tert-butyl-3,3-dimethyl-5-(1H-pyrrolo[2,3-b]pyridin-3-yl)-3,6-dihydro-pyridine-1(2H)-carboxylate C(C)(C)(C)OC(=O)N1CC(C=C(C1)C1=CNC2=NC=CC=C21)(C)C